FC1=CC=C2CC(N(C2=C1)C)=O 6-fluoro-1-methylindolin-2-one